[2-(ethylthio)-3-pyridyl]{(5r,8r)-8-[1-(2-hydroxyethyl)-4-pyrazolylamino]-2-aza-2-spiro[4.5]decyl}methanone C(C)SC1=NC=CC=C1C(=O)N1CC2(CC1)CCC(CC2)NC=2C=NN(C2)CCO